3-(dimethoxymethyl)-1-(tetrahydro-2H-pyran-2-yl)-5-(4,4,5,5-tetramethyl-1,3,2-dioxaborolan-2-yl)-1H-indazole COC(C1=NN(C2=CC=C(C=C12)B1OC(C(O1)(C)C)(C)C)C1OCCCC1)OC